C(C)(C)(C)N1CC2(CC1)OCC1=C(NC2=O)C=CC=C1 tert-butyl-2-oxo-1,5-dihydro-2H-spiro[benzo[e][1,4]oxazepine-3,3'-pyrrolidine]